BrC1=CNC2=NC(=CC=C21)C 3-bromo-6-methyl-1H-pyrrolo[2,3-b]pyridine